alpha-methyl-2-nitro-4-(2-propyn-1-yloxy)-5-methoxybenzyl alcohol CC(C1=C(C=C(C(=C1)OC)OCC#C)[N+](=O)[O-])O